5-ethyl-2-methoxy-N-(4-methoxy-6-((5-propioloyl-5,6-dihydropyrrolo[3,4-c]pyrazol-1(4H)-yl)methyl)benzo[d]isoxazol-3-yl)benzenesulfonamide C(C)C=1C=CC(=C(C1)S(=O)(=O)NC1=NOC2=C1C(=CC(=C2)CN2N=CC1=C2CN(C1)C(C#C)=O)OC)OC